C(C#C)OCCCCCCCC1=CC=C(C=C1)CC(=O)OCC ethyl 2-(4-(7-(prop-2-yn-1-yloxy)heptyl)phenyl)acetate